Cl.ClC1=CC=C(C=C1)CN1C(NC(C2=C1C=C(C=N2)N2CCNCC2)=S)=O 1-[(4-chlorophenyl)methyl]-7-(piperazin-1-yl)-4-sulfanylidene-3,4-dihydropyrido[3,2-d]pyrimidin-2(1H)-one hydrochloride